CC1=NOC(=C1C=1C=C2C(=NC1)C1=C(N2[C@@H](C2CCOCC2)C2=NC=CC=C2F)C(=NN1C)C(=O)OC)C methyl (S)-6-(3,5-dimethylisoxazol-4-yl)-4-((3-fluoropyridin-2-yl) (tetrahydro-2H-pyran-4-yl) methyl)-1-methyl-1,4-dihydropyrazolo[3',4':4,5]pyrrolo[3,2-b]pyridine-3-carboxylate